racemic-8-fluoro-4-(1-(methylamino)ethyl)phthalazin-1(2H)-one FC=1C=CC=C2C(=NNC(C12)=O)[C@@H](C)NC |r|